Methoxyspiro[cyclopentane-1,2'-inden]-1'(3'H)-one COC1C2(C(C3=CC=CC=C13)=O)CCCC2